pyrimido[5,4-H]quinazoline-5,6-dione N1=CN=CC=2C(C(C=3C=NC=NC3C21)=O)=O